FC1=C(OC=2N=CC(=NC2)NC([C@H](C)N2CC(N(CC2)C(=O)C=2C=CC=3N(C2)N=C(N3)CO)(C)C)=O)C=CC(=C1)F (S)-N-(5-(2,4-difluorophenoxy)pyrazin-2-yl)-2-(4-(2-(hydroxymethyl)-[1,2,4]triazolo[1,5-a]pyridine-6-carbonyl)-3,3-dimethylpiperazin-1-yl)propanamide